P-ethyl-P-(pyrrolidin-1-yl)-N-(4-(5-(trifluoromethyl)-1,2,4-oxadiazol-3-yl)benzyl)phosphinic amide C(C)P(NCC1=CC=C(C=C1)C1=NOC(=N1)C(F)(F)F)(=O)N1CCCC1